NC1=NC(=C(C2=CC=C(C(=C12)C(F)(F)F)Cl)OCC1=CC=CC=C1)C(=O)OC Methyl 1-amino-4-(benzyloxy)-7-chloro-8-(trifluoromethyl)isoquinoline-3-carboxylate